C(C)(C)(C)OC(=O)N1CC(C(CC1)C)C(N(C)OC)=O 3-(methoxy(methyl)carbamoyl)-4-methylpiperidine-1-carboxylic acid tert-butyl ester